FC(C(F)(F)C(CO)O)C(F)(F)F hexafluoropropylethylene glycol